ClC1=C(C=CC=C1)C1=C(C2=C(N=C(N=C2)NC2=C(C=CC=C2)OC)N(C1=O)C)C#C[Si](C(C)C)(C(C)C)C(C)C 6-(2-chlorophenyl)-2-[(2-methoxyphenyl)amino]-8-methyl-5-[2-(triisopropylsilyl)ethynyl]pyrido[2,3-d]pyrimidin-7-one